2-[6-amino-5-[8-[2-[3-[(1s,6r)-2-azabicyclo[4.2.0]oct-2-yl]prop-1-ynyl]-4-pyridinyl]-3,8-diazabicyclo[3.2.1]oct-3-yl]pyridazin-3-yl]phenol NC1=C(C=C(N=N1)C1=C(C=CC=C1)O)N1CC2CCC(C1)N2C2=CC(=NC=C2)C#CCN2[C@H]1CC[C@H]1CCC2